endo-bicyclo[2.2.1]heptane-2,3-dicarboxylic acid disodium salt [Na+].[Na+].C12C(C(C(CC1)C2)C(=O)[O-])C(=O)[O-]